3-(tert-Butyldithio)-N-(2-hydroxyethyl)propanamide C(C)(C)(C)SSCCC(=O)NCCO